NC=1C=C(C=CC1)C(CCCN1CCOCC1)=O 1-(3-aminophenyl)-4-morpholinobutan-1-one